1-(4-fluoro-3-(4,4,5,5-tetramethyl-1,3,2-dioxaborolan-2-yl)benzyl)piperidine FC1=C(C=C(CN2CCCCC2)C=C1)B1OC(C(O1)(C)C)(C)C